4-(2-pyridin-4-ylethyl)pyridine N1=CC=C(C=C1)CCC1=CC=NC=C1